ClC1=C(C(=CC=C1)Cl)C1CN(C1)C1=CC(=C(CN2CCC(CC2)C(=O)OC)C(=C1)C)C methyl 1-(4-(3-(2,6-dichlorophenyl)azetidin-1-yl)-2,6-dimethylbenzyl)piperidine-4-carboxylate